[(2R,3S,4R,5R)-5-[6-(benzylamino)-2-phenyl-purin-9-yl]-3,4-dihydroxy-tetrahydrofuran-2-yl]methoxymethyl-phosphonic acid C(C1=CC=CC=C1)NC1=C2N=CN(C2=NC(=N1)C1=CC=CC=C1)[C@H]1[C@@H]([C@@H]([C@H](O1)COCP(O)(O)=O)O)O